CN(C(/C=C/CC[C@@H](C(=O)NC=1C(N(C=CC1)CC1=NC2=C(N1C(=O)OC(C)(C)C)C=C(C=C2CC(C)C)F)=O)OC(N(C)C)=O)=O)C tert-butyl (S,E)-2-((3-(7-(dimethylamino)-2-((dimethylcarbamoyl)oxy)-7-oxohept-5-enamido)-2-oxopyridin-1(2H)-yl)methyl)-6-fluoro-4-isobutyl-1H-benzo[d]imidazole-1-carboxylate